heptanediimidamide C(CCCCCC(N)=N)(N)=N